1,2,4,5-benzenetetra-methanol C=1(C(=CC(=C(C1)CO)CO)CO)CO